5-amino-1-(4,5,6,7-tetrahydropyrazolo[1,5-a]pyridin-2-yl)-1H-pyrazole-4-carbonitrile NC1=C(C=NN1C1=NN2C(CCCC2)=C1)C#N